(E)-N-(4-(1-(6-(4-((2-(2,6-dioxopiperidin-3-yl)-1-oxoisoindolin-4-yl)glycyl)piperazin-1-yl)nicotinoyl)piperidin-4-yl)butyl)-3-(pyridin-3-yl)acrylamide O=C1NC(CCC1N1C(C2=CC=CC(=C2C1)NCC(=O)N1CCN(CC1)C1=NC=C(C(=O)N2CCC(CC2)CCCCNC(\C=C\C=2C=NC=CC2)=O)C=C1)=O)=O